4-amino-1,3-dimethyl-5-hydrazinopyrazole NC=1C(=NN(C1NN)C)C